2-Phenyl-4,4,5,5-Tetramethyl-1,3,2-dioxaborole C1(=CC=CC=C1)B1OC(C(O1)(C)C)(C)C